C12(CC3CC(CC(C1)C3)C2)C=2C=C(C=CC2OC)C=2C=C3C=CC(=CC3=CC2)CO (6-(3-(adamantan-1-yl)-4-methoxyphenyl)naphthalen-2-yl)methanol